1-(5-(6-((1S,6R,7R)-7-(aminomethyl)-7-(2-fluorophenyl)-3-azabicyclo[4.1.0]heptan-3-yl)-1H-pyrazolo[3,4-b]pyrazin-3-yl)quinolin-8-yl)ethan-1-ol NC[C@@]1([C@@H]2CCN(C[C@H]12)C1=CN=C2C(=N1)NN=C2C2=C1C=CC=NC1=C(C=C2)C(C)O)C2=C(C=CC=C2)F